[8-(1-octylnonoxy)-8-oxo-octyl] (2S,4R)-4-azido-1-(6-oxo-6-undecoxy-hexyl)pyrrolidine-2-carboxylate N(=[N+]=[N-])[C@@H]1C[C@H](N(C1)CCCCCC(OCCCCCCCCCCC)=O)C(=O)OCCCCCCCC(=O)OC(CCCCCCCC)CCCCCCCC